((5-chloro-6-((hydroxyimino)methyl)-1-(phenyl-sulfonyl)-1H-indol-2-yl)methyl)acetamide ClC=1C=C2C=C(N(C2=CC1C=NO)S(=O)(=O)C1=CC=CC=C1)CCC(=O)N